3-bromo-2-cyclopropyl-4-methoxy-pyridine BrC=1C(=NC=CC1OC)C1CC1